ClC1=NN2C(N=CC3=C2C(CC3C(=O)NC=3N=C(C(=C(C(=O)OC)C3)N3N=CC=N3)OC)(C)C)=C1 methyl 6-(2-chloro-8,8-dimethyl-7,8-dihydro-6H-cyclopenta[e]pyrazolo[1,5-a]pyrimidine-6-carboxamido)-2-methoxy-3-(2H-1,2,3-triazol-2-yl)isonicotinate